methyl 4-[3-(difluoromethyl)-4-[[5-[(3R,5R)-3-(tert-butoxycarbonylamino)-5-fluoro-1-piperidyl]pyrazolo[1,5-a]pyrimidine-3-carbonyl]amino]pyrazol-1-yl]cyclohexanecarboxylate FC(C1=NN(C=C1NC(=O)C=1C=NN2C1N=C(C=C2)N2C[C@@H](C[C@H](C2)F)NC(=O)OC(C)(C)C)C2CCC(CC2)C(=O)OC)F